caffeine-d9-on N1(C(=O)[2H])C(=O)N(C([2H])([2H])[2H])C2(N(C(N(C[2H])C2C1=O)([2H])[2H])[2H])[2H]